FC1=C(C=CC(=C1)OC1=C(C=C2CCN([C@@](C2=C1)(CC(NC=1SC=CN1)=O)C)C(=O)OC(C)(C)C)OC)C1=CC=C(C=C1)C(=O)OC tert-butyl (R)-7-((2-fluoro-4'-(methoxycarbonyl)-[1,1'-biphenyl]-4-yl)oxy)-6-methoxy-1-methyl-1-(2-oxo-2-(thiazol-2-ylamino)ethyl)-3,4-dihydroisoquinoline-2(1H)-carboxylate